C1(CCCCC1)C(C(=O)N1[C@@H](C[C@H](C1)O)C(=O)NCC1=CC=C(C=C1)C1=C(N=CS1)C)C (2S,4R)-1-(2-cyclohexylpropanoyl)-4-hydroxy-N-(4-(4-methylthiazol-5-yl)benzyl)pyrrolidine-2-carboxamide